ClC1=C(C=C(C=C1)N=C=O)CF 4-chloro-3-fluoromethylphenyl isocyanate